1-{[(1s,2s,5r)-6-ethyl-4-oxo-3-azabicyclo[3.1.0]hex-2-yl]methoxy}-7-methoxyisoquinoline-6-carboxamide C(C)C1[C@H]2C(N[C@@H]([C@@H]12)COC1=NC=CC2=CC(=C(C=C12)OC)C(=O)N)=O